(4R)-N-{[(2R)-1,4-dioxan-2-yl]methyl}-4-methyl-2-{[1-(1-methylcyclopropane-1-carbonyl)piperidin-4-yl]methyl}-8-(trifluoromethyl)-4,5-dihydro-2H-furo[2,3-g]indazole-7-carboxamide O1[C@@H](COCC1)CNC(=O)C1=C(C2=C(C[C@H](C3=CN(N=C23)CC2CCN(CC2)C(=O)C2(CC2)C)C)O1)C(F)(F)F